Sodium Chlorine 3-chloro-5-(3-(trans-4-(3-hydroxypropyl)cyclohexyl)-4,4-dimethyl-5-oxo-2-thioxoimidazolidin-1-yl)pyridinecarbonitrile ClC=1C(=NC=C(C1)N1C(N(C(C1=O)(C)C)[C@@H]1CC[C@H](CC1)CCCO)=S)C#N.[Cl].[Na]